OCCNCC1=NC2=C(C=CC=C2C=C1)NS(=O)(=O)C1=CC=C(C=C1)C(F)(F)F N-(2-(((2-Hydroxyethyl)amino)methyl)quinolin-8-yl)-4-(trifluoromethyl)benzenesulfonamide